FC=1C(=C(C=CC1)NC1=C2C(=NC(=C1)NC1=NC=C(C=C1)N1CCOCC1)NN(C2=O)C)OC 4-((3-fluoro-2-methoxyphenyl)amino)-2-methyl-6-((5-(N-morpholinyl)pyridin-2-yl)amino)-1,2-dihydro-3H-pyrazolo[3,4-b]pyridin-3-one